1-octyloxy-2,3-epoxypropane C(CCCCCCC)OCC1CO1